BrC=1C=C2C=3CCCC(C3NC2=CC1)N[C@@H](C)C1=CC=CC=C1 6-bromo-N-((S)-1-phenylethyl)-2,3,4,9-tetrahydro-1H-carbazol-1-amine